(2R,3R,4S,5R)-2-(2-chloro-6-(3,4-diphenylpyrrolidin-1-yl)-purin-9-yl)-5-(hydroxymethyl)tetrahydrofuran-3,4-diol ClC1=NC(=C2N=CN(C2=N1)[C@@H]1O[C@@H]([C@H]([C@H]1O)O)CO)N1CC(C(C1)C1=CC=CC=C1)C1=CC=CC=C1